8-Methyl-2-(((trans-4-((methylamino)methyl)cyclohexyl)thio)methyl)quinazolin-4(3H)-one CC=1C=CC=C2C(NC(=NC12)CS[C@@H]1CC[C@H](CC1)CNC)=O